[S].[Al] aluminum sulfur